4-chlorobicyclo[2.2.2]octane-1-carboxylic acid ClC12CCC(CC1)(CC2)C(=O)O